IC1=CC(=C(C=C1)C1CCC(CC1)N1CCNCC1)OC 4-(4-(4-iodo-2-methoxyphenyl)cyclohexyl)piperazine